CN1C(=C(C=C1)C)C(=O)OCC ethyl 1,3-dimethyl-1H-pyrrole-2-carboxylate